C(=O)N[C@@H](CC1=CC=C(C=C1)O)C(=O)O formyl-tyrosine